3-methyl-4-(pyrrolidin-1-ylmethyl)phenylmethylamine CC=1C=C(C=CC1CN1CCCC1)CN